NC1=NC(=CC(=N1)N1CCC2(C[C@H](NC2)C(=O)O)CC1)O[C@@H](C(F)(F)F)C1=C(C=C(C=C1)C=1CCNCC1)N1N=C(C=C1)C (S)-8-(2-amino-6-((R)-2,2,2-trifluoro-1-(2-(3-methyl-1H-pyrazol-1-yl)-4-(1,2,3,6-tetrahydropyridin-4-yl)phenyl)ethoxy)pyrimidin-4-yl)-2,8-diazaspiro[4.5]decane-3-carboxylic acid